(1r,3r)-3-((5-(1-(2,2-difluoroethyl)-1H-benzo[d][1,2,3]triazol-6-yl)-4-methoxypyrrolo[2,1-f][1,2,4]triazin-2-yl)amino)-N,1-dimethylcyclobutane-1-carboxamide FC(CN1N=NC2=C1C=C(C=C2)C=2C=CN1N=C(N=C(C12)OC)NC1CC(C1)(C(=O)NC)C)F